The molecule is a carbohydrate acid derivative anion arising from deprotonation of the carboxylic acid and sulfate groups of the repeating units of heparan sulfate alpha-D-glucosaminide 3-sulfate; major species at pH 7.3. It is a carbohydrate acid derivative anion, an organic sulfamate oxoanion and an ionic polymer. It is a conjugate base of a heparan sulfate alpha-D-glucosaminide 3-sulfate. C([C@@H]1[C@H]([C@@H]([C@H]([C@H](O1)O[C@H]2[C@@H]([C@H]([C@@H](O[C@H]2C(=O)[O-])O[C@@H]3[C@H](O[C@@H]([C@@H]([C@H]3O)NS(=O)(=O)[O-])O)COS(=O)(=O)[O-])OS(=O)(=O)[O-])O)[NH3+])OS(=O)(=O)[O-])O)O